benzyl (6R)-6-{[7-bromo-2-(4-chlorophenyl)[1,2,4]triazolo[1,5-c]quinazolin-5-yl]amino}-5-oxo-1,4-diazepane-1-carboxylate BrC1=CC=CC=2C=3N(C(=NC12)N[C@H]1C(NCCN(C1)C(=O)OCC1=CC=CC=C1)=O)N=C(N3)C3=CC=C(C=C3)Cl